2-chloro-M-(4-chloro-3-(pyridin-2-yl)phenyl)-N4-(2,2,2-trifluoroethyl)terephthalamide ClC1=C(C(=O)N)C=CC(=C1C1=CC(=C(C=C1)Cl)C1=NC=CC=C1)C(=O)NCC(F)(F)F